[Cr].[Fe].[Ca] calcium-iron-chromium